6-Methyl-4-[(1-methylcyclopropyl)amino]-N-{[4-(morpholin-4-yl)phenyl]methyl}furo[2,3-d]pyrimidine-5-carboxamide CC1=C(C2=C(N=CN=C2NC2(CC2)C)O1)C(=O)NCC1=CC=C(C=C1)N1CCOCC1